β-(dimethylamino)ethyl methacrylat C(C(=C)C)(=O)OCCN(C)C